methyl 3-(9-((1-amino-4-fluoroisoquinolin-6-yl)carbamoyl)-4,5-dihydrobenzo[b]thieno[2,3-d]oxepin-8-yl)-6-(propylcarbamoyl)picolinate NC1=NC=C(C2=CC(=CC=C12)NC(=O)C1=CC2=C(OCCC3=C2SC=C3)C=C1C=1C(=NC(=CC1)C(NCCC)=O)C(=O)OC)F